2,4,5-tribromo-1-(3,6,9-trioxadecyl)imidazole o-acetoxybenzoate C(C)(=O)OC1=C(C(=O)O)C=CC=C1.BrC=1N(C(=C(N1)Br)Br)CCOCCOCCOC